CN(OCCO[C@H]1[C@@H](O[C@@H]([C@H]1O)CO)N1C(=O)NC(=O)C(=C1)C)C 2'-O-[2-[(Dimethylamino)oxy]ethyl]-5-methyluridine